C(C)(C)(C)OC(=O)N1C[C@H]2CN(C[C@@]2(C1)C)C1=NC(=NC=C1Cl)Cl Trans-5-(2,5-dichloropyrimidin-4-yl)-3a-methylhexahydropyrrolo[3,4-c]pyrrole-2(1H)-carboxylic acid tert-butyl ester